2-(1-(((trans-4-((3-(1-Cyclopropyl-1H-pyrazol-4-yl)phenyl)-((trans-4-(4-methoxy-3-methylphenyl)cyclohexyl)methyl)carbamoyl)cyclohexyl)-oxy)carbonyl)azetidin-3-yl)acetic acid C1(CC1)N1N=CC(=C1)C=1C=C(C=CC1)N(C(=O)[C@@H]1CC[C@H](CC1)OC(=O)N1CC(C1)CC(=O)O)C[C@@H]1CC[C@H](CC1)C1=CC(=C(C=C1)OC)C